C(C=C)N(C(OC(C)(C)C)=O)CC(CC(=C)B1OC(C(O1)(C)C)(C)C)OC tert-butyl N-allyl-N-[2-methoxy-4-(4,4,5,5-tetramethyl-1,3,2-dioxaborolan-2-yl)pent-4-enyl]carbamate